C(C)(C)(C)OC(=O)N(C/C=C(\C(=O)O)/F)C (E)-4-[tert-butoxycarbonyl(methyl)amino]-2-fluoro-but-2-enoic acid